NC1CCC(CC1)NC=1N=CC2=C(N1)C(=NC(=C2)C#N)NC(C)C 2-(((1s,4s)-4-aminocyclohexyl)amino)-8-(isopropylamino)pyrido[3,4-d]pyrimidine-6-carbonitrile